2-(2,3-difluoro-6-(2-morpholinothiazol-4-yl)phenoxy)-N-(2-(2-(2-(2-((2-(2,6-dioxopiperidin-3-yl)-1,3-dioxoisoindolin-4-yl)oxy)acetamido)ethoxy)ethoxy)ethyl)acetamide FC1=C(OCC(=O)NCCOCCOCCNC(COC2=C3C(N(C(C3=CC=C2)=O)C2C(NC(CC2)=O)=O)=O)=O)C(=CC=C1F)C=1N=C(SC1)N1CCOCC1